1-(2-(1-benzyl-2,5-dimethyl-1H-pyrrol-3-yl)-2-oxoethyl)-5-chloropyridin-2(1H)-one C(C1=CC=CC=C1)N1C(=C(C=C1C)C(CN1C(C=CC(=C1)Cl)=O)=O)C